OCCC#N hydroxyethyl cyanide